(3Z)-3-butylidene-2-benzofuran-1-one C(/CCC)=C\1/OC(C2=C1C=CC=C2)=O